ClC1=C(C=C(C=2C(=C3N(C12)CCN(C3)C(=O)C3=NN(C=N3)C)C=3C=NNC3)OCC#N)Cl 2-((6,7-Dichloro-2-(1-methyl-1H-1,2,4-triazole-3-carbonyl)-10-(1H-pyrazol-4-yl)-1,2,3,4-tetrahydropyrazino[1,2-a]indol-9-yl)oxy)acetonitrile